cyclohex-3-ene-1-carboxylic acid C1(CC=CCC1)C(=O)O